N-(2-((1-hydroxycyclobutyl)methyl)-3-oxoisoindolin-4-yl)-6,7-dihydro-5H-cyclopenta[b]pyridine-4-carboxamide OC1(CCC1)CN1CC2=CC=CC(=C2C1=O)NC(=O)C1=C2C(=NC=C1)CCC2